4,4'-diisocyanato-2,2-dicyclohexylpropane N(=C=O)C1CCC(CC1)C(C)(C)C1CCC(CC1)N=C=O